1-[5-(2-[[(2E)-3-(tetramethyl-1,3,2-dioxaborolan-2-yl)prop-2-en-1-yl]oxy]ethyl)pyridin-2-yl]piperazine CC1(C(OB(O1)/C=C/COCCC=1C=CC(=NC1)N1CCNCC1)(C)C)C